ClC1=C(C(=C(C=C1)NC(=O)NC1=C(C(=CC=C1)F)C)O)S(=O)(=O)[C@@H]1CNCCC1 (S)-1-(4-chloro-2-hydroxy-3-(piperidin-3-ylsulfonyl)phenyl)-3-(3-fluoro-2-methylphenyl)urea